N[C@H](C(=O)N1[C@H]2C[C@H]2C[C@H]1C#N)C12CC3(C[C@@H](CC(C1)C3)C2)OCCN2CCOCC2 (1S,3S,5S)-2-((2S)-2-amino-2-((1S,3R,5S)-3-(2-morpholinoethoxy)adamantan-1-yl)acetyl)-2-azabicyclo[3.1.0]hexane-3-carbonitrile